(S)-5-fluoro-2-(3-(5-(trifluoromethyl)pyridin-2-yloxy)pyrrolidin-1-yl)benzamide FC=1C=CC(=C(C(=O)N)C1)N1C[C@H](CC1)OC1=NC=C(C=C1)C(F)(F)F